NC1=C(C(NC2=C(C=CC=C12)C=1N=C(NC1C)C)=O)C(=O)NCCC 4-amino-8-(2,5-dimethyl-1H-imidazol-4-yl)-2-oxo-N-propyl-1H-quinoline-3-carboxamide